tert-butyl 4-((4-(2-allyl-6-((1-methyl-1H-indazol-5-yl)amino)-3-oxo-2,3-dihydro-1H-pyrazolo[3,4-d]pyrimidin-1-yl)pyrimidin-2-yl)oxy)piperidine-1-carboxylate C(C=C)N1N(C2=NC(=NC=C2C1=O)NC=1C=C2C=NN(C2=CC1)C)C1=NC(=NC=C1)OC1CCN(CC1)C(=O)OC(C)(C)C